4,5-dihydroxyl-anthraquinone-2-carboxylic acid OC1=CC(=CC=2C(C3=CC=CC(=C3C(C12)=O)O)=O)C(=O)O